N-methyl-5-(piperidin-4-yl)pyridine-2-carboxamide TFA salt OC(=O)C(F)(F)F.CNC(=O)C1=NC=C(C=C1)C1CCNCC1